FC1(CCN(CC1)C1=C(\C=N/NS(=O)(=O)C2=CC=C(C=C2)C)C=C(C=C1)F)F (Z)-N'-(2-(4,4-difluoropiperidin-1-yl)-5-fluorobenzylidene)-4-methylbenzenesulfonohydrazide